(R)-3-amino-4-(3-(2-chloro-4-((5-chloro-3-fluoropyridin-2-yl)oxy)phenyl)-1,2,4-oxadiazol-5-yl)butanoic acid hydrochloride Cl.N[C@@H](CC(=O)O)CC1=NC(=NO1)C1=C(C=C(C=C1)OC1=NC=C(C=C1F)Cl)Cl